FC(C1(CC1)C(=O)ON1C(CCC1=O)=O)(F)F 2,5-Dioxopyrrolidin-1-yl 1-(trifluoromethyl)cyclopropane-1-carboxylate